C1(=CC=CC=C1)C1=NC(=NC(=N1)C1=CC=CC=C1)Cl 4,6-diphenyl-2-chloro-1,3,5-triazine